C1(CCCCC1)NC(C(=O)C1=CC(=C(C=C1)OCC(=O)NC1=CC(=NC=C1)C)OC)=O N-cyclohexyl-2-(3-methoxy-4-(2-((2-methylpyridin-4-yl)amino)-2-oxoethoxy)phenyl)-2-oxoacetamide